O=C1NC(CCC1N1C(N(C2=C1C=CC(=C2)CCC=O)C)=O)=O 3-[1-(2,6-dioxopiperidin-3-yl)-3-methyl-2-oxo-2,3-dihydro-1H-1,3-benzodiazol-5-yl]propanal